methyl (3-(4'-(4-(3-(3,5-diamino-6-chloropyrazine-2-carbonyl)guanidino)butyl)-[1,1'-biphenyl]-4-yl)propanoyl)-L-valyl-L-lysinate NC=1C(=NC(=C(N1)N)Cl)C(=O)NC(NCCCCC1=CC=C(C=C1)C1=CC=C(C=C1)CCC(=O)N[C@@H](C(C)C)C(=O)N[C@@H](CCCCN)C(=O)OC)=N